FC=1C=C(C=CC1CCC1(CCNCC1)F)C1C(NC(CC1)=O)=O 3-[3-fluoro-4-[2-(4-fluoro-4-piperidinyl)ethyl]phenyl]piperidine-2,6-dione